ClC(=O)S(=O)(=O)C(=O)Cl chloroformyl sulfone